[C@H](C)(CC)[C@@H]1N(CC2=C(NC1=O)C=CC=C2)CCC(=O)N 3-((S)-3-((S)-sec-butyl)-2-oxo-1,2,3,5-tetrahydro-4H-benzo[e][1,4]diazepin-4-yl)propanamide